4-oxo-1,4-dihydropyridine-3-carbonyl chloride O=C1C(=CNC=C1)C(=O)Cl